3,5-bis-(hydroxymethyl)-1-methylsulfonamidobenzene OCC=1C=C(C=C(C1)CO)NS(=O)(=O)C